C(C)C1=CC(=C(C(=C1)OC)O)CN1CCCC1 4-ethyl-6-methoxy-2-(pyrrolidinomethyl)phenol